4-(2-(2-(3-((1-hydroxycyclopropyl)methylamino)-3-oxopropyl)-5-methyl-1,2,3,4-tetrahydroisoquinolin-7-yl)-5-toluenesulfonyl-5H-pyrrolo[2,3-b]pyrazin-7-yl)-N,N,2-trimethylbenzamide OC1(CC1)CNC(CCN1CC2=CC(=CC(=C2CC1)C)C=1N=C2C(=NC1)N(C=C2C2=CC(=C(C(=O)N(C)C)C=C2)C)S(=O)(=O)CC2=CC=CC=C2)=O